CN1C(N(C2=C1C(=CC=C2)CC2CC1(C2)CCC(CC1)NC)C1C(NC(CC1)=O)=O)=O 3-(3-Methyl-4-((7-(methylamino)spiro[3.5]nonan-2-yl)methyl)-2-oxo-2,3-dihydro-1H-benzo[d]imidazol-1-yl)piperidine-2,6-dione